C(C)C1(C(NC(C(C1C1=C(C(=CC=C1)F)C1CC1)(C(=O)[O-])C)CF)COC(C)=O)C(=O)[O-] 3-Ethyl-5-methyl-2-(acetoxymethyl)-4-(2-cyclopropyl-3-fluorophenyl)-6-(fluoromethyl)-1,4-dihydropyridine-3,5-dicarboxylate